ClSCl Chloro Thioether